P(=O)(OCN1C2=C(OC(C1=O)(C)C)C=CC(=N2)NC2=NC(=NC=C2F)NC2=CC(=C(C(=C2)OC)OC)OC)(O)O [6-[[5-fluoro-2-(3,4,5-trimethoxyanilino)pyrimidin-4-yl]amino]-2,2-dimethyl-3-oxopyrido[3,2-b][1,4]oxazin-4-yl]methyl dihydrogen phosphate